2-((2-(6-(([2,3'-bipyridin]-5-ylmethyl)amino)-9-isopropyl-9H-purin-2-yl)phenyl)amino)ethan-1-ol N1=C(C=CC(=C1)CNC1=C2N=CN(C2=NC(=N1)C1=C(C=CC=C1)NCCO)C(C)C)C=1C=NC=CC1